C(C)OC=1C(=CC2=CN(N=C2C1)C)C(=O)NC=1N=NC(=CC1)N1C[C@@H](NCC1)C (S)-6-ethoxy-2-methyl-N-(6-(3-methylpiperazin-1-yl)pyridazin-3-yl)-2H-indazole-5-carboxamide